5-propylsulfonyloxyimino-5H-thiophen-2-ylidene-(2-methylphenyl)acetonitrile C(CC)S(=O)(=O)ON=C1C=CC(S1)=C(C#N)C1=C(C=CC=C1)C